5-(4-fluorophenyl)-4-oxo-1-((tetrahydro-2H-pyran-4-yl)methyl)-1,4-dihydropyridazine-3-carboxylic acid FC1=CC=C(C=C1)C=1C(C(=NN(C1)CC1CCOCC1)C(=O)O)=O